1,3-diethyl-5,5-dimethyl-1,3-cyclohexadiene C(C)C1=CC(=CC(C1)(C)C)CC